FC1=C(C(=CC(=C1)NCCN1CC(C1)CF)F)[C@H]1N([C@@H](CC2=C1NC1=CC=CC=C21)C)CC(CO)(F)F 3-[(1R,3R)-1-[2,6-difluoro-4-[2-[3-(fluoromethyl)azetidin-1-yl]ethylamino]phenyl]-3-methyl-1,3,4,9-tetrahydropyrido[3,4-b]indol-2-yl]-2,2-difluoro-propan-1-ol